tert-butyl 3-cyclopropyl-2-(dimethylcarbamoyl)-7,8-dihydro-4H-pyrazolo[1,5-a][1,4]diazepine-5(6H)-carboxylate C1(CC1)C=1C(=NN2C1CN(CCC2)C(=O)OC(C)(C)C)C(N(C)C)=O